(R)-1-benzyl-N3-butyl-4-oxo-N5-(2-phenylpropyl)-1,4-dihydropyridine-3,5-dicarboxamide C(C1=CC=CC=C1)N1C=C(C(C(=C1)C(=O)NC[C@H](C)C1=CC=CC=C1)=O)C(=O)NCCCC